6-hydroxy-2-[4-(4-methyl-piperidine-1-carbonyl)-phenyl]-benzothiazole-7-carbaldehyde OC1=C(C2=C(N=C(S2)C2=CC=C(C=C2)C(=O)N2CCC(CC2)C)C=C1)C=O